C(C1=CC=CC=C1)N1C[C@H](CC[C@@H](C1)O)O (3S,6S)-1-benzylazepane-3,6-diol